4-vinyl-3,5-dichlorobenzoic acid C(=C)C1=C(C=C(C(=O)O)C=C1Cl)Cl